(±)-trans-1-(tert-butoxycarbonyl)-4-cyclohexyl-pyrrolidine-3-carboxylic acid C(C)(C)(C)OC(=O)N1C[C@H]([C@@H](C1)C1CCCCC1)C(=O)O |r|